O1C(OCC1)C1CCN(CC1)C1=CC=C(C=C1)B1OC(C(O1)(C)C)(C)C 4-(1,3-dioxolan-2-yl)-1-[4-(4,4,5,5-tetramethyl-1,3,2-dioxaborolan-2-yl)phenyl]piperidine